1,3-Diiodopropan ICCCI